N[C@@H](CO)C1=CC=C(C=C1)C1=C(C(=CC=C1F)F)F (R)-2-amino-2-(2',3',6'-trifluoro-[1,1'-biphenyl]-4-yl)ethan-1-ol